2-[4-[(3S,4S)-6-[4-(2-carboxyethyl)-2,6-dichloro-phenoxy]-3,4-dihydroxy-hexoxy]-3,5-dichloro-anilino]pyridine C(=O)(O)CCC1=CC(=C(OCC[C@@H]([C@H](CCOC2=C(C=C(NC3=NC=CC=C3)C=C2Cl)Cl)O)O)C(=C1)Cl)Cl